4-methylpent-4-en-2-yl 2-methylpropanoate CC(C(=O)OC(C)CC(=C)C)C